OC(C#CC1=CC2=C(OC[C@@H](C(N2C)=O)NC(C2=NC=CC(=C2)OC2=NC=CC=C2)=O)C=C1)(C)C (S)-N-(7-(3-hydroxy-3-methylbut-1-yn-1-yl)-5-methyl-4-oxo-2,3,4,5-tetrahydrobenzo[b][1,4]oxazepin-3-yl)-4-(pyridin-2-yloxy)picolinamide